FC=1C=C2C=3C(=CN(C2=C(C1N1CC(NCC1)C)OC)C1CC1)C1=CC(=CC=C1N3)F 2,8-difluoro-4-methoxy-3-(3-methylpiperazin-1-yl)-5-cyclopropyl-5H-indolo[3,2-c]quinoline